(S)-N-((S)-1-(2-Chlorophenyl)-2-((3,3-difluorocyclobutyl)amino)-2-oxoethyl)-3-(4-cyanopyridin-2-yl)-N-(5-fluoropyridin-3-yl)-2-oxooxazolidine-4-carboxamide ClC1=C(C=CC=C1)[C@@H](C(=O)NC1CC(C1)(F)F)N(C(=O)[C@H]1N(C(OC1)=O)C1=NC=CC(=C1)C#N)C=1C=NC=C(C1)F